N-((S)-4-((2-isobutoxyethyl)amino)-3,4-dioxo-1-((S)-2-oxopyrrolidin-3-yl)butan-2-yl)octahydrocyclopenta[c]pyrrole-1-carboxamide C(C(C)C)OCCNC(C([C@H](C[C@H]1C(NCC1)=O)NC(=O)C1NCC2C1CCC2)=O)=O